benzyl (((di-t-butoxyphosphoryl) oxy) methyl) glutarate C(CCCC(=O)OCOP(=O)(OC(C)(C)C)OC(C)(C)C)(=O)OCC1=CC=CC=C1